O[C@@H](C(=O)C=1N(C(=CC1)C(C1=CN=CC=C1)=O)C)C(CO)(C)C (R)-2,4-dihydroxy-3,3-dimethyl-1-(1-methyl-5-nicotinoyl-1H-pyrrol-2-yl)butan-1-one